4-chloro-6-methyl-2-(trifluoromethyl)-1,5-naphthyridin ClC1=CC(=NC2=CC=C(N=C12)C)C(F)(F)F